(3S)-N-[(2-methylpyridin-4-yl)methyl]-1-[5-(trifluoromethyl)pyridin-3-yl]piperidin-3-amine CC1=NC=CC(=C1)CN[C@@H]1CN(CCC1)C=1C=NC=C(C1)C(F)(F)F